methyl δ-aminolevulinate NCC(CCC(=O)OC)=O